(±)-(cis)-Methyl 3-(1-(3,4-dichlorobenzyl)-3,7-dimethyl-2,6-dioxo-2,3,6,7-tetrahydro-1H-purin-8-ylamino)cyclohexanecarboxylate ClC=1C=C(CN2C(N(C=3N=C(N(C3C2=O)C)N[C@H]2C[C@H](CCC2)C(=O)OC)C)=O)C=CC1Cl |r|